O=CCCCC1(CC2=CC=CC3=CC=CC1=C23)CC(=O)OC Methyl 2-(1-(4-oxobutyl)-1,2-dihydroacenaphthylen-1-yl)acetate